2-m-methylbenzoyl-4,5-dimethylmethylimidazole CC=1C=C(C(=O)C=2N(C(=C(N2)C)C)C)C=CC1